CN1C(C(CC1)(C(=O)OCC)C)=O ethyl 1,3-dimethyl-2-oxopyrrolidine-3-carboxylate